OCCC1=CC(=C(C=C1)O)[N+](=O)[O-] 4-(2-Hydroxyethyl)-2-nitrophenol